C(C)(C)(C)C1N2C(C=3N(N=C4C(=CC=CC34)OCCCOCCOC)C1)=CC(C(=C2)C(=O)O)=O 6-(tert-butyl)-10-(3-(2-methoxyethoxy)propoxy)-2-oxo-6,7-dihydro-2H-pyrido[2',1':3,4]pyrazino[1,2-b]indazole-3-carboxylic acid